2-{1-[(3,3-difluorocyclobutyl)methyl]-1H-pyrazol-4-yl}-7-[(2-methyl-1H-1,3-benzodiazol-6-yl)oxy]-8-(oxan-4-yl)quinoxaline FC1(CC(C1)CN1N=CC(=C1)C1=NC2=C(C(=CC=C2N=C1)OC=1C=CC2=C(NC(=N2)C)C1)C1CCOCC1)F